fluoro-4-imino-3-cyano-3-phenylacrylic acid ethyl ester C(C)OC(C(=C(C1=CCC(C=C1)=N)C#N)F)=O